(4-cyano-6-cyclopropyl-3-fluoro-2-isopropylphenylcarbamoyl)-2-(2-hydroxypropan-2-yl)thiazole-5-sulfonimidamide C(#N)C1=C(C(=C(C(=C1)C1CC1)NC(=O)C=1N=C(SC1S(=O)(N)=N)C(C)(C)O)C(C)C)F